COC1=CC=C(C=C1)C1=NC2=CC=CC=C2C=N1 2-(4-methoxyphenyl)-quinazoline